(S)-2-(2-chloro-6-fluorobenzamido)-3-(4-(5',6'-difluoro-2'-oxospiro[cyclopropane-1,3'-indoline]-1'-yl)phenyl)propionic acid ClC1=C(C(=O)N[C@H](C(=O)O)CC2=CC=C(C=C2)N2C(C3(C4=CC(=C(C=C24)F)F)CC3)=O)C(=CC=C1)F